ethyl-benzene bromide [Br-].C(C)C1=CC=CC=C1